ClC1=NC(=CC(=C1)C1(OCCCO1)CC)Cl 2,6-dichloro-4-(2-ethyl-1,3-dioxan-2-yl)pyridine